FC(C=1C=C(CNC(=O)[C@H]2[C@@H]3CC[C@H](C2)C3)C=CC1)(F)F |o1:9,10,13| (1R,2R,4S)-rel-N-(3-(trifluoromethyl)benzyl)bicyclo[2.2.1]heptane-2-carboxamide